tert-butyl (3R,5S)-3-((4-chlorophthalazin-1-yl)amino)-5-fluoropiperidine-1-carboxylate ClC1=NN=C(C2=CC=CC=C12)N[C@H]1CN(C[C@H](C1)F)C(=O)OC(C)(C)C